BrCCC1=CNC2=CC=C(C=C12)C(F)(F)F 3-(2-bromoethyl)-5-(trifluoromethyl)-1H-indole